C(C)(C)N(C(=O)C1=NC=CC=C1)C(C)C N,N-diisopropylpyridine-2-amide